1-[4-(2,3-dimethylphenyl)piperazin-1-yl]-2-{3-[4-(hydroxyacetyl)piperazine-1-carbonyl]-5,6-dihydrocyclopenta[c]pyrazol-1(4H)-yl}ethan-1-one CC1=C(C=CC=C1C)N1CCN(CC1)C(CN1N=C(C2=C1CCC2)C(=O)N2CCN(CC2)C(CO)=O)=O